S1C(=CC=C1)C1=NC2=CC=C(C=C2N=C1C=1SC=CC1)N(C(=O)N)CCOC N-(2,3-di-2-thienyl-6-quinoxalinyl)-N-(2-methoxyethyl)urea